5-(4-chlorophenyl)-1-(2,4-dichlorophenyl)-4-methyl-N-(3-(((1S,2S,4S)-1,7,7-trimethylbicyclo[2.2.1]heptan-2-yl)amino)propyl)-1H-pyrrole-3-carboxamide ClC1=CC=C(C=C1)C1=C(C(=CN1C1=C(C=C(C=C1)Cl)Cl)C(=O)NCCCN[C@@H]1[C@]2(CC[C@@H](C1)C2(C)C)C)C